(R)-N-ethyl-N-(2,2,2-trifluoro-1-(4-fluorophenyl)ethyl)-1H-pyrrolo[3,2-b]pyridine-6-sulfonamide C(C)N(S(=O)(=O)C=1C=C2C(=NC1)C=CN2)[C@@H](C(F)(F)F)C2=CC=C(C=C2)F